FC1=C(C(=CC=C1)C(F)(F)F)CN [2-fluoro-6-(trifluoromethyl)phenyl]methanamine